5-[(5-Fluoro-2-pyridyl)methoxy]-7-[5-methyl-1-(4-piperidyl)triazol-4-yl]imidazo[1,2-a]pyridine-3-carbonitrile FC=1C=CC(=NC1)COC1=CC(=CC=2N1C(=CN2)C#N)C=2N=NN(C2C)C2CCNCC2